[Na+].C(C=C)(=O)[O-] acrylate sodium